Oxo-decanoate O=C(C(=O)[O-])CCCCCCCC